8-bromo-5-chloroimidazo[1,2-a]pyrazine BrC=1C=2N(C(=CN1)Cl)C=CN2